4-fluoro-2-{[(7-oxo-5-propyl-7,8-dihydro[1,2,4]triazolo[4,3-a]pyrimidin-3-yl)sulfanyl]methyl}benzonitrile FC1=CC(=C(C#N)C=C1)CSC1=NN=C2N1C(=CC(N2)=O)CCC